CC1=C(C=CC(=C1)O)C(C1=C(C=C(C=C1)O)C)C1=C(C=C(C=C1)O)C 1,1,1-tris(2-methyl-4-hydroxyphenyl)methane